Cyclopropanesulfonic acid {2-[6-amino-8-(6-iodo-indan-5-ylsulfanyl)-purin-9-yl]-ethyl}-amide NC1=C2N=C(N(C2=NC=N1)CCNS(=O)(=O)C1CC1)SC=1C=C2CCCC2=CC1I